methyl (R)-4-((1-(3-bromobenzyl)pyrrolidine-2-carboxamido)methyl)-2-hydroxybenzoate BrC=1C=C(CN2[C@H](CCC2)C(=O)NCC2=CC(=C(C(=O)OC)C=C2)O)C=CC1